ClC1=CC2=C(N(C(OC2C=C)=O)S(=O)(=O)C2=CC=C(C)C=C2)C=C1 6-chloro-1-tosyl-4-vinyl-1,4-dihydro-2H-benzo[d][1,3]oxazine-2-one